C(=S)([S-])[S-] carbonotrithioate